3-[3-(3,5-dimethylpyrazol-1-yl)phenyl]N-[(1S)-1-(4-hydroxyphenyl)-3-(methylamino)-3-oxopropyl]imidazo[1,2-a]pyridine-7-carboxamide CC1=NN(C(=C1)C)C=1C=C(C=CC1)C1=CN=C2N1C=CC(=C2)C(=O)N[C@@H](CC(=O)NC)C2=CC=C(C=C2)O